(M)-4-(cis-2,6-dimethylpiperazin-1-yl)-6-fluoro-7-(2-fluoro-6-hydroxyphenyl)-1-(2-isopropyl-4-methylpyridin-3-yl)pyrido[2,3-d]pyrimidin-2(1H)-one C[C@@H]1N([C@@H](CNC1)C)C=1C2=C(N(C(N1)=O)C=1C(=NC=CC1C)C(C)C)N=C(C(=C2)F)C2=C(C=CC=C2O)F